chloro-3-cyclobutyl-1-(tetrahydro-2H-pyran-2-yl)-7-vinyl-1H-pyrazolo[4,3-b]pyridine ClC1=CC(=C2C(=N1)C(=NN2C2OCCCC2)C2CCC2)C=C